CN1C(=NC2=C(C=C(C=C2C1=O)C)C=NS(=O)C(C)(C)C)N1CCOCC1 N-[(3,6-dimethyl-2-morpholino-4-oxo-quinazolin-8-yl)methylene]-2-methyl-propane-2-sulfinamide